N6-benzoyl-3'-O-benzoyl-adenosine C(C1=CC=CC=C1)(=O)NC=1C=2N=CN([C@H]3[C@H](O)[C@H](OC(C4=CC=CC=C4)=O)[C@@H](CO)O3)C2N=CN1